NC1CCC(CC1)NC1=NC=CC(=N1)C=1C(=NC=CC1)OC1=C2C=CC=C(C2=CC=C1)NS(=O)(=O)C1CCC1 N-(5-(3-(2-((1r,4r)-4-aminocyclohexylamino)pyrimidin-4-yl)pyridin-2-yloxy)naphthalen-1-yl)cyclobutanesulfonamide